C(C1=CC=CC=C1)C1(CC(=NO1)CNC(C1=NC(=CC=C1)C#N)=O)C(=O)OC methyl 5-benzyl-3-((6-cyanopicolinamido)methyl)-4,5-dihydroisoxazole-5-carboxylate